BrC1=CC=C(C=C1)C=CC1OCCC1 2-(4-bromophenylvinyl)tetrahydrofuran